C(C(C(C(F)(F)F)(F)F)(F)F)O heptafluorobutanol